4-Cyclopropyl-N-[(S)-(4,4-difluorocyclohexyl)-[7-[[(3S*)-5,5-dimethyl-2-oxo-pyrrolidin-3-yl]methyl]imidazo[1,2-b]pyridazin-2-yl]methyl]-1,2,5-oxadiazole-3-carboxamide C1(CC1)C=1C(=NON1)C(=O)N[C@H](C=1N=C2N(N=CC(=C2)C[C@@H]2C(NC(C2)(C)C)=O)C1)C1CCC(CC1)(F)F |o1:21|